N(=[N+]=[N-])CC(=O)C1=CC=C(C=C1)C(F)(F)F 2-azido-1-(4-(trifluoromethyl)phenyl)ethan-1-one